ClC=1C=C2C(=CN=C(C2=CN1)C(=O)NC1CN(C1)CCF)C(C)C 6-Chloro-N-(1-(2-fluoroethyl)azetidin-3-yl)-4-isopropyl-2,7-naphthyridine-1-carboxamide